N[C@H]1CC[C@H](CC1)OC=1C=CC2=C(\C(\C(C=3C(=NC=NC23)N)(C)C)=N/OCCC(C)(F)F)C1 (6Z)-8-(cis-4-aminocyclohexyloxy)-6-(3,3-difluorobutyloxyimino)-5,5-dimethyl-benzo[h]quinazolin-4-amine